diethyl 3-bromopropyl phosphate P(=O)(OCC)(OCC)OCCCBr